Cl.C(C)OC(=O)[C@H]1[C@H](C[C@@H](C1)N)C.BrC1=CC(=C(C=C1)N1CCN(CC1)C(=O)C1CC1)[N+](=O)[O-] |r| (4-(4-bromo-2-nitrophenyl)piperazin-1-yl)(cyclopropyl)methanone racemic-ethyl-(1R,2S,4S)-4-amino-2-methylcyclopentane-1-carboxylate hydrochloride